N1CC(CCC1)COC1=CC=C(C=C1)C1CCN(CC1)C(=O)OC(C)(C)C tert-butyl 4-[4-(piperidin-3-ylmethoxy)phenyl]piperidine-1-carboxylate